2-Hydroxy-6-(thiophen-2-yl)-1-naphthaldehyde OC1=C(C2=CC=C(C=C2C=C1)C=1SC=CC1)C=O